S(=O)(=O)(O)O.[Na+].FC(C1=NN(C(=C1)C(F)F)CC(=O)N1CCC(CC1)C=1SC=C(N1)C1=NOC(C1)C1=C(C=CC=C1OCC#C)F)F.S(=O)(=O)([O-])[O-].S(=O)(=O)(O)O.FC(F)C1=NN(C(=C1)C(F)F)CC(=O)N1CCC(CC1)C=1SC=C(N1)C1=NOC(C1)C1=C(C=CC=C1OCC#C)F.[Na+] 2-[3,5-bis(difluoromethyl)-1H-pyrazol-1-yl]-1-[4-(4-{5-[2-fluoro-6-(prop-2-yn-1-yloxy)phenyl]-4,5-dihydro-1,2-oxazol-3-yl}-1,3-thiazol-2-yl)piperidin-1-yl]ethanone Sodium sesquisulfate